N-((5-([1,2,4]triazolo[4,3-a]pyridin-7-yl)-6-chloro-2,3-dihydro-1H-inden-4-yl)carbamoyl)-1-cyclopropyl-1H-pyrazole-3-sulfonamide N=1N=CN2C1C=C(C=C2)C=2C(=C1CCCC1=CC2Cl)NC(=O)NS(=O)(=O)C2=NN(C=C2)C2CC2